4-(hydroxydimethylsilyl)oxysalicylaldehyde O[Si](OC=1C=C(C(C=O)=CC1)O)(C)C